OC=1C=C2CCC3OC(C=CC3C2=CC1OC)C1=CC=C(C=C1)O 8-hydroxy-3-(4-hydroxyphenyl)-9-methoxy-4a,5,6,10b-tetrahydro-3H-naphtho[2,1-b]pyran